C(C(C)C)C1C(N2C(NO1)CNC(C2CC(C)(C)C)=O)=O 3-isobutyl-6-neopentyl-tetrahydropyrazino[2,1-c][1,2,4]oxadiazine-4,7(3H,6H)-dione